1-(Hexylthio)-4-methoxybenzene C(CCCCC)SC1=CC=C(C=C1)OC